ClC1=CC2=C(N=C(O2)C2=CC=C(C=C2)NC(CCC)=O)C=C1 N-[4-(6-Chloro-1,3-benzoxazol-2-yl)phenyl]butanamid